OC1=C(OC=CC1=O)C(=O)NC1=CC=C(C=C1)C#CC#CC1=CC=CC=C1 3-hydroxy-4-oxo-N-(4-(phenylbuta-1,3-diyn-1-yl)phenyl)-4H-pyran-2-carboxamide